CCCCCCCC(CCCCCCC)(O)O pentadecane-8,8-diol